O1C=C(C=C1)C=1C=C(C=CC1)[C@H](CC(=O)O)NC(=O)NC=1C(N(C=CC1O)C)=O (S)-3-(3-(furan-3-yl)phenyl)-3-(3-(4-hydroxy-1-methyl-2-oxo-1,2-dihydropyridin-3-yl)ureido)propionic acid